C(C)OC(=O)C=1NC2=C(C=CC=C2C1C1=CC=C(C=C1)S(N(C)C)(=O)=O)C(C)C 3-[4-(dimethylsulfamoyl)phenyl]-7-isopropyl-1H-indole-2-carboxylic acid ethyl ester